3-((5-(aminomethyl)-1-(4,4,4-trifluorobutyl)-1H-indol-2-yl)methyl)-5-fluoro-1-(oxetane-3-yl)-1,3-dihydro-2H-benzo[d]imidazol-2-one NCC=1C=C2C=C(N(C2=CC1)CCCC(F)(F)F)CN1C(N(C2=C1C=C(C=C2)F)C2COC2)=O